NC1=C2NC(NC2=NC(=N1)OCCCC)=O 6-amino-2-butoxy-7H-purin-8(9H)-one